BrC=1C(=CC(=C(C1)NC=1C(=NC=CC1)OC)[N+](=O)[O-])C N-(5-bromo-4-methyl-2-nitrophenyl)-2-methoxypyridin-3-amine